Cl.Cl.CN1N=C(C=C1C1=CC2=C(O[C@@H](CN2)[C@@H](C2=CC=CC=C2)NCCC2=CC=C(C#N)C=C2)N=C1)C(F)(F)F 4-(2-(((R)-((S)-7-(1-methyl-3-(trifluoromethyl)-1H-pyrazol-5-yl)-2,3-dihydro-1H-pyrido[2,3-b][1,4]oxazin-3-yl)(phenyl)methyl)amino)ethyl)benzonitrile dihydrochloride